tris(2,4-ditert-butyl phenyl) phosphite P(OC1=C(C=C(C=C1)C(C)(C)C)C(C)(C)C)(OC1=C(C=C(C=C1)C(C)(C)C)C(C)(C)C)OC1=C(C=C(C=C1)C(C)(C)C)C(C)(C)C